C1N(CCC2=CC=CC=C12)C[C@H](CN1CCOC2=C(C1=O)C=CC(=C2)OC2CN(CCC2)C)O 4-[(2R)-3-(3,4-dihydro-1H-isoquinolin-2-yl)-2-hydroxy-propyl]-8-[(1-methyl-3-piperidinyl)oxy]-2,3-dihydro-1,4-benzoxazepin-5-one